CP([O-])([O-])=O (S)-methylphosphonate